5-Ethoxy-3-hydroxy-2-(propylsulfanyl)-3-(trifluoromethyl)pent-4-enenitrile C(C)OC=CC(C(C#N)SCCC)(C(F)(F)F)O